2-[3-Cyclopropyl-5-(trifluoromethyl)pyrazol-1-yl]-1-[(2R,3R)-3-hydroxy-2-(3-methoxy-2-methyl-phenyl)pyrrolidine-1-yl]ethanone C1(CC1)C1=NN(C(=C1)C(F)(F)F)CC(=O)N1[C@@H]([C@@H](CC1)O)C1=C(C(=CC=C1)OC)C